(3R,7S)-2-(4-Chloro-3-(trifluoromethyl)benzoyl)-9-(4-(difluoromethoxy)benzyl)-3-methyl-10-oxo-1,2,3,4,7,8,9,10-octahydropyrido[4',3':3,4]pyrazolo[1,5-a]pyrazine-7-carboxylic acid ClC1=C(C=C(C(=O)N2CC=3C(=NN4C3C(N(C[C@H]4C(=O)O)CC4=CC=C(C=C4)OC(F)F)=O)C[C@H]2C)C=C1)C(F)(F)F